ClC1=C(C#N)C=CC(=C1)N1CC2(CC1C)CCN(CC2)C2=CC=C(C=C2)C(=O)N2CCC(CC2)N2CCN(CC2)C2=CC(=CC=C2)NC2C(NC(CC2)=O)=O 2-Chloro-4-(8-(4-(4-(4-(3-((2,6-dioxopiperidin-3-yl)amino)phenyl)piperazin-1-yl)piperidine-1-carbonyl)phenyl)-3-methyl-2,8-diazaspiro[4.5]decan-2-yl)benzonitrile